2-acrylamidoethyl oxalate C(C(=O)[O-])(=O)OCCNC(C=C)=O